NC([C@H](C[C@H]1C(NC(C1)(C)C)=O)NC([C@H](CC1CC1)NC(=O)C=1NC2=C(C(=CC=C2C1)F)Cl)=O)=O N-[(1S)-2-[[(1S)-2-amino-1-[[(3R)-5,5-dimethyl-2-oxo-pyrrolidin-3-yl]methyl]-2-oxo-ethyl]amino]-1-(cyclopropylmethyl)-2-oxo-ethyl]-7-chloro-6-fluoro-1H-indole-2-carboxamide